Pyridine-6-carboxylic acid tert-butyl ester 1-oxide C(C)(C)(C)OC(=O)C1=CC=CC=[N+]1[O-]